Methyl (S)-2-(benzylamino)-2-cyclopropylacetate C(C1=CC=CC=C1)N[C@H](C(=O)OC)C1CC1